COC([C@H](CCC(=O)OC)N)=O (2S)-2-Aminoglutaric acid dimethyl ester